3,3-dimethylcyclohexyl L-alaninate N[C@@H](C)C(=O)OC1CC(CCC1)(C)C